C(C)(C)(C)C1=CC=C(C=C1)C1=CC(=CC=C1)N(C1=NC=2N(C3=CC(=CC=C13)C=C)C=NN2)C N-(4'-(tert-butyl)-[1,1'-biphenyl]-3-yl)-N-methyl-8-vinyl-[1,2,4]triazolo[4,3-a]quinazolin-5-amine